1-Ethyl-5-imino-N-(4-((4-(4-(trifluoromethyl)piperidin-1-yl)phenyl)amino)benzyl)pyrrolidine-3-carboxamide C(C)N1CC(CC1=N)C(=O)NCC1=CC=C(C=C1)NC1=CC=C(C=C1)N1CCC(CC1)C(F)(F)F